[N+](=[N-])=CC(CCC1=C(C=C(C=C1)C(F)(F)F)F)=O 1-diazo-4-(2-fluoro-4-(trifluoromethyl)phenyl)butan-2-one